{1-{1-[(6-chloropyridin-2-yl)carbonyl]piperidin-4-yl}-3-[4-(7H-pyrrolo[2,3-d]pyrimidin-4-yl)-1H-pyrazol-1-yl]azetidin-3-yl}acetonitrile ClC1=CC=CC(=N1)C(=O)N1CCC(CC1)N1CC(C1)(N1N=CC(=C1)C=1C2=C(N=CN1)NC=C2)CC#N